[(3R)-5-[(3R)-3-methylmorpholin-4-yl]-1,2,3,4-tetrahydroisoquinolin-3-yl]methanol C[C@H]1N(CCOC1)C1=C2C[C@@H](NCC2=CC=C1)CO